2,3,4,5-tetrahydrobenzo[f][1,4]thiazepin-1,1-Dioxide S1(CCNCC2=C1C=CC=C2)(=O)=O